butylimidazolium triflate [O-]S(=O)(=O)C(F)(F)F.C(CCC)C=1NC=C[NH+]1